isopropyl (4-(((cis)-3-hydroxy-N-(4'-(2-hydroxypropan-2-yl)-[1,1'-biphenyl]-3-yl)-3-(trifluoromethyl)cyclobutane-1-carboxamido)methyl) bicyclo[2.2.2]octan-1-yl)carbamate OC1(CC(C1)C(=O)N(C=1C=C(C=CC1)C1=CC=C(C=C1)C(C)(C)O)CC12CCC(CC1)(CC2)NC(OC(C)C)=O)C(F)(F)F